[Fe].C=1(C(=CC=CC1)C)C xylene Iron